(2R,3S,5S)-4-[[3-(4-Fluoro-2-methoxy-3-methyl-phenyl)-5-(trifluoromethyl)tetrahydrofuran-2-carbonyl]amino]pyridin-2-carboxamid FC1=C(C(=C(C=C1)[C@H]1[C@@H](O[C@@H](C1)C(F)(F)F)C(=O)NC1=CC(=NC=C1)C(=O)N)OC)C